The molecule is an acyl-CoA that results from the formal condensation of the thiol group of coenzyme A with one of the carboxy groups of (2S)-ethylmalonic acid. It derives from an ethylmalonic acid. It is a conjugate acid of a (S)-ethylmalonyl-CoA(5-). CC[C@@H](C(=O)O)C(=O)SCCNC(=O)CCNC(=O)[C@@H](C(C)(C)COP(=O)(O)OP(=O)(O)OC[C@@H]1[C@H]([C@H]([C@@H](O1)N2C=NC3=C(N=CN=C32)N)O)OP(=O)(O)O)O